4-{4-[(2R)-2,3-dihydro-1,4-benzodioxin-2-yl]benzyl}morpholine O1[C@@H](COC2=C1C=CC=C2)C2=CC=C(CN1CCOCC1)C=C2